7-fluoro-3-methyl-[1,2,4]triazolo[3,4-a]phthalazine FC1=C2C=NN3C(C2=CC=C1)=NN=C3C